1-(6-fluoropyridin-3-yl)prop-2-en-1-one FC1=CC=C(C=N1)C(C=C)=O